N1CSC2CNCC=C21 hexahydrothiazolo[5,4-c]pyridine